(R)-5-Biphenyl-4-yl-2-hydroxy-4-[(1H-[1,2,4]triazole-3-carbonyl)amino]pentanoic acid ethyl ester C(C)OC([C@@H](CC(CC1=CC=C(C=C1)C1=CC=CC=C1)NC(=O)C1=NNC=N1)O)=O